C1(CC1)N1N=CC(=C1)[C@H]1CN(C[C@H](O1)C)C1=CC2=C(C(=N1)C1CCC(CC1)C(F)(F)F)CN(C2=O)C 6-[(2S,6R)-2-(1-cyclopropylpyrazol-4-yl)-6-methyl-morpholin-4-yl]-2-methyl-4-[4-(trifluoromethyl)cyclohexyl]-3H-pyrrolo[3,4-c]pyridin-1-one